Ethyl 2-chloro-6-(2-methyl-5-nitrophenyl)-7-oxo-5,6,7,8-tetrahydropyrido[4,3-d]pyrimidine-8-carboxylate ClC=1N=CC2=C(N1)C(C(N(C2)C2=C(C=CC(=C2)[N+](=O)[O-])C)=O)C(=O)OCC